(R)-N-(5-((6-(3-(3-(3,5-difluorophenoxy)phenyl)isoxazolidin-2-yl)pyrimidin-4-yl)amino)-2-((2-(dimethylamino)ethyl)(methyl)amino)-4-methoxyphenyl)acrylamide FC=1C=C(OC=2C=C(C=CC2)[C@@H]2N(OCC2)C2=CC(=NC=N2)NC=2C(=CC(=C(C2)NC(C=C)=O)N(C)CCN(C)C)OC)C=C(C1)F